CN1CCN(CC1)CCCC1(OC(C(O1)COCCCCCCCC\C=C/CCCCCCCC)COCCCCCCCCCCCCCCC)C (Z)-1-methyl-4-(3-(2-methyl-4-((octadec-9-en-1-yloxy)methyl)-5-((pentadecyl-oxy)methyl)-1,3-dioxolan-2-yl)propyl)piperazine